3-Amino-4-methyl-1-phenyl-5-oxopyrrolidin NC1CN(C(C1C)=O)C1=CC=CC=C1